NC1=C(C=CC(=C1)OC(F)(F)F)C(=O)N1CCC(CC1)C1=C2C(=NC=C1)NC(=N2)CCCOC [2-amino-4-(trifluoromethoxy)phenyl]-[4-[2-(3-methoxypropyl)-3H-imidazo[4,5-b]pyridin-7-yl]-1-piperidyl]methanone